C(#N)C=1C=C(C=CC1)[C@]1(OCC1)CNC(=O)C1CC2(C3(CCC3)C2)C1 N-[[(2S)-2-(3-cyanophenyl)oxetan-2-yl]methyl]dispiro[3.0.35.14]nonane-7-carboxamide